6-((7S,8aS)-7-(3-(benzo[d]oxazol-7-yl)propyl)-6-oxohexahydropyrrolo[1,2-a]pyrazin-2(1H)-yl)nicotinonitrile O1C=NC2=C1C(=CC=C2)CCC[C@H]2C[C@@H]1N(CCN(C1)C1=NC=C(C#N)C=C1)C2=O